5-methoxy-N-phenyl-2,3-dihydro-1H-indene-4-carboxamide COC1=C(C=2CCCC2C=C1)C(=O)NC1=CC=CC=C1